O=C1N(C(C=C1)=O)CCCCCC(=O)NCC(=O)N[C@@H](CC1=CC=CC=C1)C(=O)O (6-(2,5-dioxo-2,5-dihydro-1H-pyrrol-1-yl)hexanoyl)glycyl-L-phenylalanine